Cl.C(C)(C)(C)OC(=O)N1CC2(C1)CCNCC2 2-tert-butoxycarbonyl-2,7-diazaspiro[3.5]nonane hydrochloride